tert-butyl 2-[6-(2-cyano-3,6-difluoro-phenoxy)-4-oxo-quinazolin-3-yl]-6-azaspiro[3.4]octane-6-carboxylate C(#N)C1=C(OC=2C=C3C(N(C=NC3=CC2)C2CC3(C2)CN(CC3)C(=O)OC(C)(C)C)=O)C(=CC=C1F)F